FC=1C=C(C(=C(C1)F)N)N 4,6-difluorobenzene-1,2-diamine